tert-butyl 4-[5-(3-methoxy-3-oxo-propyl)-1-methyl-imidazol-2-yl]-3-oxo-piperazine-1-carboxylate COC(CCC1=CN=C(N1C)N1C(CN(CC1)C(=O)OC(C)(C)C)=O)=O